CN(CC(=O)NC1CCC(CC1)NC=1N=CC2=C(N1)C(=NC(=C2)[C@@H](C)O)NC(C)C)C 2-(dimethylamino)-N-((1R,4r)-4-((6-((R)-1-hydroxyethyl)-8-(isopropylamino)pyrido[3,4-d]pyrimidin-2-yl)amino)cyclohexyl)acetamide